1-[(2-chlorophenyl)-methyl]-1H-pyrazole ClC1=C(C=CC=C1)CN1N=CC=C1